methyl (Z)-1-(4-amino-2-fluorobut-2-en-1-yl)-4-(3-(N-methylsulfamoyl)phenyl)-1H-benzo[d][1,2,3]triazol-6-carboxylate NC\C=C(\CN1N=NC2=C1C=C(C=C2C2=CC(=CC=C2)S(NC)(=O)=O)C(=O)OC)/F